tert-butyl (R)-3-((7-bromo-8-fluoro-2-(((2S,4R)-4-methoxy-1-methylpyrrolidin-2-yl)methoxy)-6-(trifluoromethyl)quinazolin-4-yl)oxy)pyrrolidine-1-carboxylate BrC1=C(C=C2C(=NC(=NC2=C1F)OC[C@H]1N(C[C@@H](C1)OC)C)O[C@H]1CN(CC1)C(=O)OC(C)(C)C)C(F)(F)F